1,2-dichloro-3,3,4,4,4-pentafluorobut-1-ene ClC=C(C(C(F)(F)F)(F)F)Cl